4-amino-7-fluoro-N-[(3S)-6-(3-fluoro-3-methyl-but-1-ynyl)-2,3-dihydrobenzofuran-3-yl]-N-methyl-imidazo[1,5-a]quinoxaline-8-carboxamide NC=1C=2N(C3=CC(=C(C=C3N1)F)C(=O)N(C)[C@@H]1COC3=C1C=CC(=C3)C#CC(C)(C)F)C=NC2